FC1=CC2C(C=C1)S2 p-fluorobenzene sulfide